ClC1=C(C(=CC=C1)NC)NC(OCCCC)=O butyl (2-chloro-6-(methylamino)phenyl)carbamate